(S)-5-(1-ethyl-2,4-dioxo-8-((tetrahydro-2H-pyran-4-yl)methyl)-1,3,8-triazaspiro[4.6]undec-3-yl)-2-methylbenzonitrile C(C)N1C(N(C([C@]12CCN(CCC2)CC2CCOCC2)=O)C=2C=CC(=C(C#N)C2)C)=O